C(C)N1CCN(CC1)CCNC(=O)NC1=CC=C2C(=N1)NC=C2C2=C(C=CC=C2)OC 1-[2-(4-ethylpiperazin-1-yl)ethyl]-3-[3-(2-methoxyphenyl)-1H-pyrrolo[2,3-b]pyridin-6-yl]urea